FC(C(F)(F)F)(S(=O)(=O)F)C(C(C(C(C(C(F)(F)F)(F)F)(F)F)(F)F)(F)F)(F)F perfluorohexyl-ethyl-sulfonyl fluoride